Dodecanoic acid stearyl ester C(CCCCCCCCCCCCCCCCC)OC(CCCCCCCCCCC)=O